pyrimido[5,4-B]pyrazine N1=CN=CC2=NC=CN=C21